2-[6-(1-fluorocyclopropyl)-1-oxospiro[3H-isoquinoline-4,1'-cyclopropane]-2-yl]-N-(5-fluoropyrimidin-2-yl)acetamide FC1(CC1)C=1C=C2C(=CC1)C(N(CC21CC1)CC(=O)NC1=NC=C(C=N1)F)=O